O1C=C(C=C1)C1=C(C(C2=CC(=CC=C12)OCCOC1=CC=C(C=C1)C(C)C)=O)C=1C=NC=CC1 3-(furan-3-yl)-6-(2-(4-isopropylphenoxy)ethoxy)-2-(pyridin-3-yl)-1H-inden-1-one